4-(((tert-butyldimethylsilyl)oxy)methyl)-1-isopropyl-1H-pyrazole-3-sulfonimidamide [Si](C)(C)(C(C)(C)C)OCC=1C(=NN(C1)C(C)C)S(=O)(N)=N